ClC1=C(C=C2C(=N1)C(=NN2C(=O)OC(C)(C)C)C=2C=NC(=CC2)N2C[C@H]1N(CC2)C[C@@H](C1)O)OC tert-Butyl 5-chloro-3-(6-((7R,8aS)-7-hydroxyhexahydropyrrolo[1,2-a]pyrazin-2(1H)-yl)pyridin-3-yl)-6-methoxy-1H-pyrazolo[4,3-b]pyridine-1-carboxylate